ClC1=C(C=CC(=C1NC=1C(=C2C(N(C=NC2=CC1)C)=O)C)F)NS(=O)(=O)C1=CC=CC=C1 N-(2-chloro-3-((3,5-dimethyl-4-oxo-3,4-dihydroquinazolin-6-yl)amino)-4-fluorophenyl)benzenesulfonamide